C(CC)C(C(=O)C[N-]C)CCCCC 2-Propyl-heptanoyl-N,N-dimethylamide